8-Cyclopentyl-N-(3-fluoro-5-(1-(4-fluorophenyl)-5-methyl-1H-pyrazol-4-yl)benzyl)-7H-purine-6-carBoxamide C1(CCCC1)C1=NC2=NC=NC(=C2N1)C(=O)NCC1=CC(=CC(=C1)C=1C=NN(C1C)C1=CC=C(C=C1)F)F